(S)-3-amino-4-(5-(4-((5-((cyanomethyl)carbamoyl)-3-fluoropyridin-2-yl)oxy)-2-fluorophenyl)-2H-tetrazol-2-yl)butanoic acid N[C@@H](CC(=O)O)CN1N=C(N=N1)C1=C(C=C(C=C1)OC1=NC=C(C=C1F)C(NCC#N)=O)F